(1R,2R,3R,4R)-3-((naphthalen-1-yloxy)carbonyl)-2,4-diphenylcyclobutane-1-carboxylic acid C1=CC=C(C=C1)[C@@H]2C([C@H](C2C(=O)OC3=CC=CC4=CC=CC=C43)C5=CC=CC=C5)C(=O)O